BrC1=CC=CC=2N=C(SC21)Cl 7-bromo-2-chloro-1,3-benzothiazole